The molecule is an aryl sulfate that is trans-caffeic acid in which the phenolic hydrogen at position 3 is replaced by a sulfo group. A metabolite from coffee. It has a role as a human xenobiotic metabolite, a human blood serum metabolite and a human urinary metabolite. It is a monohydroxycinnamic acid and an aryl sulfate. It derives from a trans-caffeic acid. It is a conjugate acid of a caffeic acid 3-sulfate(2-). C1=CC(=C(C=C1/C=C/C(=O)O)OS(=O)(=O)O)O